O1COC2=C1C=CC(=C2)/C=C/C(=O)N(C2=NC=CC=C2)CCSC (E)-3-(1,3-Benzodioxol-5-yl)-N-(2-methylsulfanylethyl)-N-(2-pyridyl)prop-2-enamid